ClC=1C=C(C=C(C1OC=1C(=C2C3(C(NC2=CC1)=O)CC3)C)Cl)N3C(=NOC3=O)C(=O)N (3,5-dichloro-4-((4'-methyl-2'-oxospiro[cyclopropane-1,3'-indolin]-5'-yl)oxy)phenyl)-5-oxo-4,5-dihydro-1,2,4-oxadiazole-3-carboxamide